C(#N)C1=C(N=CC(=N1)NC(=O)[C@@H]1CC(C2=C1C=NC=1N2N=C(C1)F)(C)C)OC(F)F (R)-N-(6-cyano-5-(difluoromethoxy)pyrazin-2-yl)-2-fluoro-8,8-dimethyl-7,8-dihydro-6H-cyclopenta[e]pyrazolo[1,5-a]pyrimidine-6-carboxamide